(R)-N-[(3R)-3-(6-bromo-2-chloro-3-fluorophenyl)-3-[(5-methoxy-2-nitrophenyl)amino]propylidene]-2-methylpropane-2-sulfinamide BrC1=CC=C(C(=C1[C@@H](CC=N[S@](=O)C(C)(C)C)NC1=C(C=CC(=C1)OC)[N+](=O)[O-])Cl)F